BrC=1C(N(C(=CC1OCC1=C(C=C(C=C1)F)F)C)CC1=CC=C(O1)C(=O)OC)=O methyl 5-{[3-bromo-4-[(2,4-difluorobenzyl)oxy]-6-methyl-2-oxopyridin-1(2H)-yl]methyl}-2-furoate